2,6-bis(hydroxymethyl)-4-(1,1,3,3-Tetramethylbutyl)phenol OCC1=C(C(=CC(=C1)C(CC(C)(C)C)(C)C)CO)O